(S)-2-amino-3-(1H-pyrrolo[2,3-b]pyridin-3-yl)propionic acid methyl ester COC([C@H](CC1=CNC2=NC=CC=C21)N)=O